The molecule is a bis(azo) compound that is naphthalene-2,7-disulfonic acid in which the hydrogens at positions 3, 4, 5, and 6 are replaced by (p-nitrophenyl)azo, amino, hydroxy, and phenylazo groups, respectively. A biological stain, it can be used interchangeably with its disodium salt, Amido Black 10B. It has a role as a histological dye. It is a bis(azo) compound, a C-nitro compound, a member of naphthols and an aminonaphthalenesulfonic acid. It is a conjugate acid of a 4-amino-5-hydroxy-3-[(p-nitrophenyl)azo]-6-(phenylazo)-naphthalene-2,7-disulfonate. C1=CC=C(C=C1)N=NC2=C(C3=C(C(=C(C=C3C=C2S(=O)(=O)O)S(=O)(=O)O)N=NC4=CC=C(C=C4)[N+](=O)[O-])N)O